C(C)(C)(C)OC(=O)N1[C@H]2[C@H](NC([C@@H]1CC2)=O)C(C)(C)O (1R,2S,5S)-2-(2-hydroxypropan-2-yl)-4-oxo-3,8-diazabicyclo[3.2.1]octane-8-carboxylic acid tert-butyl ester